tert-Butyl (4-(5-chloro-3-(ethylthio)-1-(((5-methyl-1,2,4-oxadiazol-3-yl)methyl)amino)-7,9-dihydrofuro[3,4-f]quinazolin-6-yl)-3-cyano-7-fluorobenzo[b]thiophen-2-yl)carbamate ClC1=C(C2=C(C=3C(=NC(=NC13)SCC)NCC1=NOC(=N1)C)COC2)C2=CC=C(C=1SC(=C(C12)C#N)NC(OC(C)(C)C)=O)F